(2-methoxy-6-methyl-pyrimidin-4-yl)-ethanone COC1=NC(=CC(=N1)C(C)=O)C